FC=1C=C(C=C(C1F)C(=O)C=1C=C2N=C(C=NC2=CC1)N1CCOCC1)NC(C1=CC=C(C=C1)F)=O N-(3,4-difluoro-5-(3-morpholinoquinoxaline-6-carbonyl)phenyl)-4-fluorobenzamide